tert-butyl (4-bromophenethyl)(3-((tert-butyldimethylsilyl)oxy)propyl)carbamate BrC1=CC=C(CCN(C(OC(C)(C)C)=O)CCCO[Si](C)(C)C(C)(C)C)C=C1